[Fe-4](C#N)(C#N)(C#N)(C#N)(C#N)C#N FERROCYANID